1-(4-chlorophenyl)-3-(isoquinolin-4-yl)-2-oxoimidazoline-4-carbonitrile ClC1=CC=C(C=C1)N1C(N(C(C1)C#N)C1=CN=CC2=CC=CC=C12)=O